NC1=C(C(=O)C2=NC(=NC=C2C(F)(F)F)N[C@@H]2CNCCC2)C=CC=C1 4-(2-aminobenzoyl)-N-[(3S)-piperidin-3-yl]-5-(trifluoromethyl)pyrimidin-2-amine